C(C)NC([C@H](NC1=NC=2C=CC=CC2C=2N1N=C(N2)C2=CC(=CC=C2)OC)C)=O N-ethyl-N2-[2-(3-methoxyphenyl)[1,2,4]triazolo[1,5-c]quinazolin-5-yl]-D-alaninamide